FC(C(=O)O)(F)F.FC(C(=O)O)(F)F.C(CCCC)(=O)N pentanamide ditrifluoroacetate